CN1C(=CC2=CC(=CC=C12)C(=O)N1CCOCC1)C=O 1-methyl-5-(morpholine-4-carbonyl)-1H-indole-2-carbaldehyde